C1(=CC=CC=C1)C(=[Hf](C1=C(C=CC=2C3=CC=C(C=C3CC12)C(C)(C)C)C(C)(C)C)C1C=CC=C1)CCCC=C (phenyl)(4-penten-1-yl)methylene(cyclopentadienyl)(2,7-di-tert-butylfluorenyl)hafnium